11-(sec-butyl)-2-chloro-5-methyl-5,11-dihydro-6H-benzo[e]pyrimido[5,4-b][1,4]diazepin-6-one C(C)(CC)N1C2=C(N(C(C3=C1C=CC=C3)=O)C)C=NC(=N2)Cl